1-(2,4-dodecadienoyl)-pyrrolidine C(C=CC=CCCCCCCC)(=O)N1CCCC1